OC(=O)C(F)(F)F.C(C)[C@@H]1CN(CCN1)C1=C2C(=NC=C1)N(CC2)C(=O)NC=2C(=CC=1N(C2)C=C(N1)C)F (R)-4-(3-ethylpiperazin-1-yl)-N-(7-fluoro-2-methylimidazo[1,2-a]pyridin-6-yl)-2,3-dihydro-1H-pyrrolo[2,3-b]pyridine-1-carboxamide TFA salt